2-(3-fluorostyryl)pyrrolidine-1-carboxylic acid (R,E)-tert-butyl ester C(C)(C)(C)OC(=O)N1C(CCC1)\C=C\C1=CC(=CC=C1)F